FC1=CC=C(C=C1)C1(CCCCCC1)CN (1-(4-fluorophenyl)cycloheptyl)methanamine